5-(3-((3s,4r)-4-(4-fluorophenyl)-1-(2-methoxyethyl)pyrrolidin-3-yl)ureido)-N,4-dimethyl-1-phenyl-1H-pyrazole-3-carboxamide FC1=CC=C(C=C1)[C@H]1[C@@H](CN(C1)CCOC)NC(NC1=C(C(=NN1C1=CC=CC=C1)C(=O)NC)C)=O